C(CCCCCCCCCCCCCCC)(=O)N=[N+]=[N-] palmitic azide